Cl.FC1(CCNCC1)CSC 4-fluoro-4-(methylsulfanylmethyl)piperidine hydrochloride